racemic-3-(1-hydroxyethyl)-N-((5-phenyl-1,3,4-thiadiazol-2-yl)methyl)isoxazole-5-carboxamide O[C@H](C)C1=NOC(=C1)C(=O)NCC=1SC(=NN1)C1=CC=CC=C1 |r|